CCCCCCCCCCCCCCCCCCC(=O)OC[C@H](COP(=O)(O)OC[C@@H](C(=O)O)N)OC(=O)CCCCCCC/C=C\CCCCC 1-nonadecanoyl-2-(9Z-pentadecenoyl)-glycero-3-phosphoserine